Cl.N[C@H](C)C=1C=C(C=C(C1)C(F)(F)F)O 3-[(1R)-1-aminoethyl]-5-(trifluoromethyl)phenol hydrochloride